2-(5-ethoxy-2-hydroxyphenyl)-4(s)-methylimidazole C(C)OC=1C=CC(=C(C1)C=1NC=C(N1)C)O